C[Si](C)(C)OP(=O)(F)F (trimethylsilyl)difluorophosphate